7-bromo-6-chloro-1-(2,6-diethylphenyl)quinazoline-2,4(1H,3H)-dione BrC1=C(C=C2C(NC(N(C2=C1)C1=C(C=CC=C1CC)CC)=O)=O)Cl